COC1=C(C(=O)N)C=C(C=N1)NC(C(=O)N1[C@H](CC[C@@H](C1)C)C=1C=CC2=CN(N=C2C1)[C@H]1CN(CC1)C)=O 2-methoxy-5-(2-((2R,5S)-5-methyl-2-(2-((R)-1-methylpyrrolidin-3-yl)-2H-indazol-6-yl)piperidin-1-yl)-2-oxoacetamido)nicotinamide